C1(CCCCC1)OC(=O)N[C@H](C(=O)N[C@H](C(=O)OC)C[C@H]1C(NCC1)=O)CC(C)C methyl (S)-2-((S)-2-(((cyclohexyloxy)carbonyl)amino)-4-methylpentanamido)-3-((S)-2-oxopyrrolidin-3-yl)propanoate